(6-(2,5-dioxo-2,5-dihydro-1H-pyrrol-1-yl)hexanoyl)-L-valine O=C1N(C(C=C1)=O)CCCCCC(=O)N[C@@H](C(C)C)C(=O)O